FC(C1=NC(=NN1C)C=1C=CC(=NC1C)N[C@@H]1CN(CC1)C(=O)OC(C)(C)C)F tert-butyl (3S)-3-({5-[5-(difluoromethyl)-1-methyl-1H-1,2,4-triazol-3-yl]-6-methylpyridin-2-yl}amino)pyrrolidine-1-carboxylate